5-(2-chloro-5-(isobutyrylaminomethyl)benzoylamino)-N-(3,5-difluorobenzyl)-1-methyl-1H-indole-2-carboxamide ClC1=C(C(=O)NC=2C=C3C=C(N(C3=CC2)C)C(=O)NCC2=CC(=CC(=C2)F)F)C=C(C=C1)CNC(C(C)C)=O